C(#N)C=1C=C(C[C@H](N)C(=O)O)C=CC1 3-cyanophenylalanine